3-(5-carboxypentyl)-1,1,2-trimethyl-1H-benzo[e]indol-3-ium C(=O)(O)CCCCC[N+]1=C(C(C=2C3=C(C=CC12)C=CC=C3)(C)C)C